C(C)(C)C1=C(C=CC=C1)N1C(N=C(C2=C1C=NC=C2)N2C[C@H](N(C[C@@H]2C)C(=O)OC(C)(C)C)C)=O tert-butyl (2R,5S)-4-(1-(2-isopropylphenyl)-2-oxo-1,2-dihydropyrido[3,4-d]pyrimidin-4-yl)-2,5-dimethylpiperazine-1-carboxylate